ClC1=C(C(=CC=C1F)Cl)C(C)OC=1C(=NC=C(C1)C1=CC(=C(C=C1)F)F)N 3-[1-(2,6-dichloro-3-fluoro-phenyl)-ethoxy]-5-(3,4-difluoro-phenyl)-pyridin-2-ylamine